4-bromo-5-fluoro-2-methylbenzoic acid BrC1=CC(=C(C(=O)O)C=C1F)C